F[P-](F)(F)(F)(F)F.COC(OC)=O.[Li+].C(CCC)[Sn](C1=NC=CC=C1)(CCCC)CCCC 2-(tri-n-butylstannyl)pyridine lithium dimethyl-carbonate hexafluorophosphate